oxetan-3-yl (trans-4-(5-(4-((1H-imidazol-2-yl)amino)-2-(N-ethylsulfamoyl)phenyl)thiazol-2-yl)cyclohexyl)carbamate N1C(=NC=C1)NC1=CC(=C(C=C1)C1=CN=C(S1)[C@@H]1CC[C@H](CC1)NC(OC1COC1)=O)S(NCC)(=O)=O